(Z)-3-(3-(3,5-bis(trifluoromethyl)phenyl)-1H-1,2,4-triazol-1-yl)-N-(4-methyl-6-oxo-3,6-dihydropyridin-1(2H)-yl)acrylamide FC(C=1C=C(C=C(C1)C(F)(F)F)C1=NN(C=N1)\C=C/C(=O)NN1CCC(=CC1=O)C)(F)F